2-(6-vinylpyridin-2-yl)ethylmethanesulfonic acid C(=C)C1=CC=CC(=N1)CCCS(=O)(=O)O